acryloxynonadecyltrichlorosilane C(C=C)(=O)OCCCCCCCCCCCCCCCCCCC[Si](Cl)(Cl)Cl